FC(C1=CC=C(C(=N1)NC=1C(=NC=CC1)C(F)(F)F)C1=C(N=CO1)C(=O)OCC)(F)F Ethyl 5-(6-trifluoromethyl-2-((2-(trifluoromethyl)pyridin-3-yl)amino)pyridin-3-yl)oxazole-4-carboxylate